(1-methoxybenzyl)triphenylphosphonium COC1(C[P+](C2=CC=CC=C2)(C2=CC=CC=C2)C2=CC=CC=C2)CC=CC=C1